3-methyl-((2-(1H-indol-3-yl)ethyl)amine) 2-oxoindole-3-carboxylate O=C1N=C2C=CC=CC2=C1C(=O)O.CC1(CNC2=CC=CC=C12)CCN